4-chlorofuro[2,3-b]pyridine ClC1=C2C(=NC=C1)OC=C2